(S)-1-((8-((3'-((3-(((R)-3-Hydroxypyrrolidin-1-yl)methyl)-1,7-naphthyridin-8-yl)amino)-2,2'-dimethyl-[1,1'-biphenyl]-3-yl)amino)-1,7-naphthyridin-3-yl)methyl)pyrrolidin O[C@H]1CN(CC1)CC=1C=NC2=C(N=CC=C2C1)NC=1C(=C(C=CC1)C1=C(C(=CC=C1)NC=1N=CC=C2C=C(C=NC12)CN1CCCC1)C)C